3-[2-(Trifluoromethoxy)phenyl]benzoic acid FC(OC1=C(C=CC=C1)C=1C=C(C(=O)O)C=CC1)(F)F